Allyl allyl(2-((tert-butoxycarbonyl)amino)-2-(2-formylthiazol-4-yl)ethyl)carbamate C(C=C)N(C(OCC=C)=O)CC(C=1N=C(SC1)C=O)NC(=O)OC(C)(C)C